N6-crotonyl-L-lysine C(\C=C\C)(=O)NCCCC[C@H](N)C(=O)O